C(C)(C)(C)OC(C[C@H](C(=O)O)C(C)C)=O (2S)-4-tert-butoxy-2-isopropyl-4-oxo-butyric acid